ClC1=C(C=CC=C1)C1=C2N(C(=NC1=O)N[C@@H](CO)C)C=CC(=C2)C(F)(F)F (R)-4-(2-chlorophenyl)-1-((1-hydroxypropan-2-yl)amino)-6-(trifluoromethyl)-3H-pyrido[1,2-c]pyrimidin-3-one